ClC1=C(OC(C(=O)O)(C)C)C=CC(=C1)CN1C(N(CC1)C1=CC=C(C=C1)C(F)(F)F)=O 2-(2-Chloro-4-((2-oxo-3-(4-(trifluoromethyl)phenyl)imidazolin-1-yl)methyl)phenoxy)-2-methylpropanoic acid